OC1(CC(C1)C(=O)N1CC2(C1)CCC(CC2)OC2=CC=C1C(=N2)N(C=C1C(F)(F)F)C)C ((1s,3s)-3-hydroxy-3-methylcyclobutyl)(7-((1-methyl-3-(trifluoromethyl)-1H-pyrrolo[2,3-b]pyridin-6-yl)oxy)-2-azaspiro[3.5]non-2-yl)methanone